[N+](=O)([O-])F Fluoronitrate